N1=C(C=CC=C1)CC(O)C1CC1 Picolyl-Cyclopropylmethanol